1-(2-chloro-4-nitro-6-methylphenyl)-4-methylpiperazine ClC1=C(C(=CC(=C1)[N+](=O)[O-])C)N1CCN(CC1)C